4-[[3-(4-methoxyphenyl)imidazo[1,2-a]pyrazin-8-yl]amino]-2-methyl-N-[2-[2-(4-methylpiperazin-1-yl)ethoxy]ethyl]benzamide COC1=CC=C(C=C1)C1=CN=C2N1C=CN=C2NC2=CC(=C(C(=O)NCCOCCN1CCN(CC1)C)C=C2)C